Cis-cyclooct-5-ene-1,2-diol [C@@H]1([C@H](CCC=CCC1)O)O